4-(3,3-difluoro-4,4-dimethyl-pyrrolidin-1-yl)-2-(2,4-dimethoxypyrimidin-5-yl)-7-(trifluoromethyl)pyrazolo[1,5-a]pyrazine FC1(CN(CC1(C)C)C=1C=2N(C(=CN1)C(F)(F)F)N=C(C2)C=2C(=NC(=NC2)OC)OC)F